C(C)(C)(C)N1C[C@@H]([C@@H](CC1)NC1=C2C=C(N(C2=CC=C1)CC(F)(F)F)C1=NOC(=N1)CNC(=O)C1=CN(C=C1)C)F N-{[3-(4-{[(3S,4R)-1-tert-butyl-3-fluoropiperidin-4-yl]amino}-1-(2,2,2-trifluoroethyl)-1H-indol-2-yl)-1,2,4-oxadiazol-5-yl]methyl}-1-methyl-1H-pyrrole-3-carboxamide